[4-[(2S,4R)-4-aminopyrrolidine-2-carbonyl]piperazin-1-yl]-[2-chloro-4-[[3-[3-(trifluoromethyl)-1H-pyrazol-4-yl]imidazo[1,2-a]pyrazin-8-yl]amino]phenyl]methanone N[C@@H]1C[C@H](NC1)C(=O)N1CCN(CC1)C(=O)C1=C(C=C(C=C1)NC=1C=2N(C=CN1)C(=CN2)C=2C(=NNC2)C(F)(F)F)Cl